ClC=1C(=NC=CC1)C1(COC1)C#N 3-(3-chloropyridin-2-yl)oxetane-3-carbonitrile